4-[(4-Cyano-phenyl)-(5,6-dimethoxy-benzothiazol-2-ylcarbamoyl)-methoxy]-benzoic acid methyl ester COC(C1=CC=C(C=C1)OC(C(NC=1SC2=C(N1)C=C(C(=C2)OC)OC)=O)C2=CC=C(C=C2)C#N)=O